1-(±)-Ethyl 2-(4-(3-cyanotetrahydrofuran-3-yl)phenyl)propanoate C(#N)C1(COCC1)C1=CC=C(C=C1)C(C(=O)OCC)C